C[SiH](N1C=NC=C1)C 1-dimethylsilylimidazole